BrC1=CC=2C(C3=CC(=CC=C3C2C=C1)Br)(CCCBr)CCCBr 2,7-dibromo-9,9-di(3-bromopropyl)fluorene